4-[(E)-3-(2-Methylphenyl)-3-oxoprop-1-enyl]benzoic acid CC1=C(C=CC=C1)C(/C=C/C1=CC=C(C(=O)O)C=C1)=O